C(C=C)(=O)N1CC(N(CC1)C=1C2=C(N(C(N1)=O)C=1C(=NC=CC1C)C(C)C)N=C(C(=C2)C2CC2)C2=C(C(=CC=C2)F)OC)C 4-(4-acryloyl-2-methylpiperazin-1-yl)-6-cyclopropyl-7-(3-fluoro-2-methoxyphenyl)-1-(2-isopropyl-4-methylpyridin-3-yl)pyrido[2,3-d]pyrimidin-2(1H)-one